BrC=1C2=C(C(N(C1)C)=O)N(C(=C2)C=2NC=C(N2)C)COCC[Si](C)(C)C 4-bromo-6-methyl-2-(4-methyl-1H-imidazol-2-yl)-1-((2-(trimethylsilyl)ethoxy)methyl)-1H-pyrrolo[2,3-c]pyridin-7(6H)-one